C(C)C=1C=C(C=C2C=NC(=NC12)N[C@@H]1CNC[C@H](C1)F)C=1C=CC(=NC1C)NS(=O)(=O)CC1=C(C=CC=C1)F N-(5-(8-ethyl-2-(((3S,5S)-5-fluoropiperidin-3-yl)amino)quinazolin-6-yl)-6-methylpyridin-2-yl)-1-(2-fluorophenyl)methanesulfonamide